N1(C=CC=C1)C1=CC=C(C=N1)CC(=O)O 2-(6-(1H-pyrrol-1-yl)pyridin-3-yl)acetic acid